FC(OC=1C=C(OC2=CC=C(C=C2)B(O)O)C=CC1)(F)F {4-[3-(trifluoromethoxy)phenoxy]phenyl}boronic acid